C(C)(=O)[O-].C(C)(=O)[O-].C(C)(C)(C)[Sn+2]C(C)(C)C di-t-butyltin diacetate